2-((2-oxo-2-((2-(piperidin-1-yl)benzyl)amino)ethyl)thio)acetic acid O=C(CSCC(=O)O)NCC1=C(C=CC=C1)N1CCCCC1